2-(2,4-difluorophenyl)-4-(3-oxoazepan-1-yl)phthalazin-1(2H)-one FC1=C(C=CC(=C1)F)N1C(C2=CC=CC=C2C(=N1)N1CC(CCCC1)=O)=O